3-(((6-chloro-1-(tetrahydro-2H-pyran-2-yl)-1H-pyrazolo[3,4-b]pyridin-4-yl)oxy)methyl)-3-ethylazetidine-1-carboxylic acid tert-butyl ester C(C)(C)(C)OC(=O)N1CC(C1)(CC)COC1=C2C(=NC(=C1)Cl)N(N=C2)C2OCCCC2